NC(C(=O)O)(CCCCB(O)O)CCCN1C(CN(CC1)C)C1=CC=CC=C1 2-amino-6-borono-2-(3-(4-methyl-2-phenylpiperazin-1-yl)propyl)hexanoic acid